C(C=C)C1=C(C=CC=C1O)O 2-allyl-1,3-dihydroxybenzene